7-bromo-1-methyl-3,4-dihydroisoquinoline BrC1=CC=C2CCN=C(C2=C1)C